oxygen bisulfite S([O-])(O)=O.[O+2].S([O-])(O)=O